(2R,3S,4S,5R)-N-(2-(1-((tert-butyldimethylsilyl)oxy)cyclopropyl)pyridin-4-yl)-3-(3,4-Difluoro-2-methoxyphenyl)-4,5-dimethyl-5-(trifluoromethyl)tetrahydrofuran-2-carboxamide [Si](C)(C)(C(C)(C)C)OC1(CC1)C1=NC=CC(=C1)NC(=O)[C@@H]1O[C@]([C@H]([C@H]1C1=C(C(=C(C=C1)F)F)OC)C)(C(F)(F)F)C